3-Methyl-butenthiol CC(C=CS)C